C1[C@@H]2CN(C=[N+]2C3=C(N1)N=C(NC3=O)N)C4=CC=C(C=C4)C(=O)N[C@@H](CCC(=O)N[C@@H](CCC(=O)N[C@@H](CCC(=O)[O-])C(=O)[O-])C(=O)[O-])C(=O)[O-] The molecule is an ionic macromolecule consisting of (6R)-5,10-methenyltetrahydrofolate(2-) with an arbitrary number of glutamate residues attached as a polypeptide to the single existent one. It derives from a (6R)-5,10-methenyltetrahydrofolate.